bromo-[(2R)-2-(2-methyl-4-pyridyl)tetrahydropyran-4-yl]zinc Br[Zn]C1C[C@@H](OCC1)C1=CC(=NC=C1)C